O[C@H](C)[C@@]1(CN(C[C@H]1C1=CC(=C(C=C1)OC)OC1CN(C1)C1=NC=CC=C1)C([C@H](CO)O)=O)C (2S)-3-[(3S,4S)-3-[(1R)-1-hydroxyethyl]-4-{4-methoxy-3-[(1-pyridin-2-ylazetidin-3-yl)oxy]phenyl}-3-methylpyrrolidin-1-yl]-3-oxopropane-1,2-diol